OC1=C(\C=C/2\C(=C(C(O2)=O)C2=CC=CC=C2)C2=CC=C(C=C2)S(=O)(=O)C)C=CC=C1OC (5Z)-5-(2-hydroxy-3-methoxybenzylidene)-4-(4-(methylsulfonyl)phenyl)-3-phenylfuran-2(5H)-one